3,4-dichloro-5-nitrobenzoic acid ClC=1C=C(C(=O)O)C=C(C1Cl)[N+](=O)[O-]